FC(C=1C=CC=2N(N1)C(=CN2)C2=CC(=NC=N2)N2CC(CCC2)CC(N=S=O)C)F [1-[6-[6-(Difluoromethyl)imidazo[1,2-b]pyridazin-3-yl]pyrimidin-4-yl]-3-piperidyl]methyl-methyl-methylimino-oxo-sulfane